[4-[2-(1,2,3,6-tetrahydropyridin-4-yl)-3H-imidazo[4,5-b]pyridin-7-yl]-1-piperidyl]-[4-(trifluoromethoxy)phenyl]methanone N1CCC(=CC1)C1=NC=2C(=NC=CC2C2CCN(CC2)C(=O)C2=CC=C(C=C2)OC(F)(F)F)N1